[Br-].NC(C)C1=NC=CN1C 1-aminoethyl-3-methyl-imidazole bromide salt